C(C1=CC=CC=C1)N1CC(CCC1=O)CNC(=O)NC1=CC(=C2C=CNC2=C1)Cl 1-[(1-benzyl-6-oxopiperidin-3-yl)methyl]-3-(4-chloro-1H-indol-6-yl)urea